C(C(=C)C)(=O)OC1C(=O)OCC1 methacryloxybutyrolactone